COC(=O)C1=CC2=C(C(=CCCC2)C2=CC=C(C=C2)C(O)C2CN(CC2)CCCF)C=C1.ClC1=NC=C(N=C1)OC(F)(F)F 2-Chloro-5-(trifluoromethoxy)pyrazine methyl-9-(4-((1-(3-fluoropropyl)pyrrolidin-3-yl)(hydroxy)methyl)phenyl)-6,7-dihydro-5H-benzo[7]annulene-3-carboxylate